Monoethyl Terephthalate C(C1=CC=C(C(=O)[O-])C=C1)(=O)OCC